6-(4-(difluoromethoxy)phenyl)-2-((4-methyloxazol-2-yl)methyl)pyridazin-3(2H)-one FC(OC1=CC=C(C=C1)C=1C=CC(N(N1)CC=1OC=C(N1)C)=O)F